4-(5-(4-(4-(tert-butyl)-4H-1,2,4-triazol-3-yl)phenyl)pyridin-3-yl)-7-methyl-8,9-dihydropyrido[3',2':4,5]pyrrolo[1,2-a]pyrazin-6(7H)-one C(C)(C)(C)N1C(=NN=C1)C1=CC=C(C=C1)C=1C=C(C=NC1)C1=CC=NC2=C1C=C1N2CCN(C1=O)C